COC#CC(=O)N1CCOCC1 4-(3-methoxypropynoyl)morpholin